C(C)(C)(C)C(=CBr)Br 2-tert-butyl-1,2-dibromoethene